ethyl cis-2-hexenoate C(\C=C/CCC)(=O)OCC